((4-chloro-2-fluorobenzyl)oxy)-4-methyl-5,8-dihydro-1,7-naphthyridine-7(6H)-carboxylic acid tert-butyl ester C(C)(C)(C)OC(=O)N1CCC=2C(=CC(=NC2C1)OCC1=C(C=C(C=C1)Cl)F)C